C(C)(=O)C1=CN=C(C2=CN=C(C=C12)Cl)OC1CN(C1)C(=O)OC(C)(C)C tert-Butyl 3-((4-acetyl-6-chloro-2,7-naphthyridin-1-yl)oxy)azetidine-1-carboxylate